2-(4-formyl-2H-1,2,3-triazol-2-yl)-4-methoxypyrimidine-5-carbonitrile C(=O)C1=NN(N=C1)C1=NC=C(C(=N1)OC)C#N